[Na+].[Na+].C12C(C(C(CC1)C2)C(=O)[O-])C(=O)[O-] Bicyclo[2.2.1]Heptane-2,3-dicarboxylic acid disodium salt